O[C@@H]1CN(C[C@H]1O)C1=C(C=C2C(C(=CN(C2=N1)C1=C(C=C(C=C1F)F)F)C(=O)NC(C(C(F)(F)F)(F)F)C(C)(C)C)=O)F 7-[(3R,4R)-3,4-dihydroxypyrrolidin-1-yl]-6-fluoro-4-oxo-N-[1,1,1,2,2-pentafluoro-4,4-dimethylpent-3-yl]-1-(2,4,6-trifluorophenyl)-1,4-dihydro-1,8-naphthyridine-3-carboxamide